FC1=C(C=C(C(=C1)F)F)CC(=O)Cl 2,4,5-trifluoro-phenylacetyl chloride